(S)-tert-butyl 2-(2-((S)-2-hydroxyl-2-phenylacetyl)-6-(3-methyl-1H-pyrrolo[2,3-b]pyridin-5-yl)-1,2,3,4-tetrahydroisoquinolin-8-yl)pyrrolidine-1-carboxylate O[C@H](C(=O)N1CC2=C(C=C(C=C2CC1)C=1C=C2C(=NC1)NC=C2C)[C@H]2N(CCC2)C(=O)OC(C)(C)C)C2=CC=CC=C2